2-bromo-N-(1-(1-(3,5-difluorophenyl)ethyl)-1H-imidazol-4-yl)propanamide BrC(C(=O)NC=1N=CN(C1)C(C)C1=CC(=CC(=C1)F)F)C